cyclopentane-1,3-dione C1(CC(CC1)=O)=O